ClC=1C(=NC(=NC1)NC1CCOCC1)C1=CC=C2CN(C(C2=C1)=O)CC(=O)N[C@H](C(C)(C)O)C1=CC=CC=C1 2-(6-{5-chloro-2-[(oxacyclohex-4-yl)amino]pyrimidin-4-yl}-1-oxo-2,3-dihydro-1H-isoindol-2-yl)-N-[(1S)-2-hydroxy-2-methyl-1-phenylpropyl]acetamide